8-(phenyl-d5)dibenzo[b,d]thiophen C1(=C(C(=C(C(=C1[2H])[2H])[2H])[2H])[2H])C=1C=CC2=C(C3=C(S2)C=CC=C3)C1